4-(2-chloro-5-(difluoromethyl)phenyl)-7-(4-methyl-1,3-thiazol-5-yl)-2-(2-(2-propenoyl)-2,6-diazaspiro[3.4]octan-6-yl)-5,6,7,8-tetrahydro-1,7-naphthyridine-3-carbonitrile ClC1=C(C=C(C=C1)C(F)F)C1=C(C(=NC=2CN(CCC12)C1=C(N=CS1)C)N1CC2(CN(C2)C(C=C)=O)CC1)C#N